2-methyl-2-[methyl(sulfamoyl)amino]propane CC(C)(C)N(S(N)(=O)=O)C